C(\C=C/CCCCCCCCCCCCC)=O Z-hexadecenal